3-chloro-2,6-dimethyl-aniline ClC=1C(=C(N)C(=CC1)C)C